3-(6-(benzyloxy)-2-(3-bromophenyl)spiro[3.3]hept-an-2-yl)-4-methyl-4H-1,2,4-triazole C(C1=CC=CC=C1)OC1CC2(CC(C2)(C2=CC(=CC=C2)Br)C2=NN=CN2C)C1